cis-3-amino-2-((6-bromopyridin-2-yl)methyl)piperidine-1-carboxylic acid isopropyl ester C(C)(C)OC(=O)N1[C@H]([C@H](CCC1)N)CC1=NC(=CC=C1)Br